(S)-Benzyl 2-(methoxycarbonylamino)propylcarbamate COC(=O)N[C@H](CNC(OCC1=CC=CC=C1)=O)C